NC1=NN(C(C1)=O)C 3-amino-1-methyl-5-pyrazolone